5-(8-((1R,2R)-2-(2-methoxyphenyl)cyclopropyl)imidazo[1,2-b]pyridazin-6-yl)pyrimidine-2,4(1H,3H)-dione COC1=C(C=CC=C1)[C@H]1[C@@H](C1)C=1C=2N(N=C(C1)C=1C(NC(NC1)=O)=O)C=CN2